3-(3-fluorophenethoxy)-7,8,8a,9-tetrahydropyrrolo[1',2':3,4]imidazo[1,2-c]pyrimidin-1(6H)-one FC=1C=C(CCOC=2C=C3N(C(N2)=O)CC2N3CCC2)C=CC1